FC1=NC(=CC=C1NC(=O)[C@@H]1[C@H](CCCC1)C(=O)OC)C=1N=NN(C1CO)C[Si](C)(C)C methyl (1S,2S)-2-((2-fluoro-6-(5-(hydroxymethyl)-1-((trimethylsilyl)methyl)-1H-1,2,3-triazol-4-yl)pyridin-3-yl)carbamoyl)cyclohexane-1-carboxylate